N1=CC(=CC=C1)C(N1C[C@](CC1)(C(C)(C)O)CCC1=CC=C(C#N)C=C1)C=1C=NC=CC1 (S)-4-(2-(1-(di(pyridin-3-yl)methyl)-3-(2-hydroxypropan-2-yl)pyrrolidin-3-yl)ethyl)benzonitrile